CN1C(C2=C(C(=C1)C1=C(OCC3=CC=C(C=N3)N3C(NC(CC3)=O)=O)C=CC(=C1)S(=O)(=O)C)C=CN2)=O 1-(6-((2-(6-methyl-7-oxo-6,7-dihydro-1H-pyrrolo[2,3-c]pyridin-4-yl)-4-(methylsulfonyl)phenoxy)methyl)pyridin-3-yl)dihydropyrimidine-2,4(1H,3H)-dione